C(C)(C)(C)OC(=O)N(C(OC(C)(C)C)=O)CC=1C(N(N=CC1Cl)C(C(=O)NC1=NC(=C(C=C1)C)S(NCCC1=NC=CC=C1)(=O)=O)C)=O tert-butyl N-tert-butoxycarbonyl-N-[[5-chloro-2-[1-methyl-2-[[5-methyl-6-[2-(2-pyridyl)ethylsulfamoyl]-2-pyridyl]amino]-2-oxo-ethyl]-3-oxo-pyridazin-4-yl]methyl]carbamate